6-Chloro-N-[3-(2-methylphenyl)-1-(propan-2-yl)-1H-pyrazol-5-yl]quinoline-7-carboxamide ClC=1C=C2C=CC=NC2=CC1C(=O)NC1=CC(=NN1C(C)C)C1=C(C=CC=C1)C